4-(2-(4-Nitro-3-(pyridin-2-yl)-1H-pyrazol-1-yl)ethyl)morpholine [N+](=O)([O-])C=1C(=NN(C1)CCN1CCOCC1)C1=NC=CC=C1